C(C)(C)N1C=NC(C2=CC=CC=C12)=O isopropyl-4-oxo-1,4-dihydroquinazolin